(1R,2S,5S)-N-((S)-1-amino-1-oxo-3-((S)-2-oxopiperidin-3-yl)propan-2-yl)-3-((S)-3,3-dimethyl-2-(2,2,2-trifluoroacetamido)butanoyl)-6,6-dimethyl-3-azabicyclo[3.1.0]hexane-2-carboxamide NC([C@H](C[C@H]1C(NCCC1)=O)NC(=O)[C@@H]1[C@H]2C([C@H]2CN1C([C@H](C(C)(C)C)NC(C(F)(F)F)=O)=O)(C)C)=O